C(C)OC(=O)C1NC(SC1)CC1=CC=C(C=C1)OCC1=CC=C(C=C1)[N+](=O)[O-] 2-[[4-[(4-Nitrophenyl)methoxy]phenyl]methyl]-4-thiazolidinecarboxylic acid ethyl ester